C(C)(=O)OCC(CNC(C1=CC(=C(C(=C1)C)OC(C)=O)C)=O)OC(C)=O 3-(4-acetoxy-3,5-dimethyl-benzamido)propane-1,2-diyl diacetate